3-(5-(4-(2-hydroxyphenyl)-1H-1,2,3-triazol-1-yl)-1-oxoisoindolin-2-yl)piperidine-2,6-dione OC1=C(C=CC=C1)C=1N=NN(C1)C=1C=C2CN(C(C2=CC1)=O)C1C(NC(CC1)=O)=O